1-((3S,4S)-3-(hydroxymethyl)-4-((4-(4-(trifluoromethyl)phenyl)phthalazin-1-yl)amino)pyrrolidin-1-yl)prop-2-en-1-one OC[C@H]1CN(C[C@H]1NC1=NN=C(C2=CC=CC=C12)C1=CC=C(C=C1)C(F)(F)F)C(C=C)=O